C(C)[C@@H]1CN2CCC3=C([C@H]2C[C@@H]1/C(/C(=O)O)=C\OC)NC1=CC=CC(=C13)OC (E)-2-((2S,3S,12bR)-3-ethyl-8-methoxy-1,2,3,4,6,7,12,12b-octahydroindolo[2,3-a]quinolizin-2-yl)-3-methoxyacrylic acid